(E)-3-bromo-4-(2-ethoxyvinyl)-2,6-difluoro-N,N-bis(4-methoxybenzyl)-5-methylaniline BrC=1C(=C(N(CC2=CC=C(C=C2)OC)CC2=CC=C(C=C2)OC)C(=C(C1\C=C\OCC)C)F)F